N-[3-[5-[4-(azetidin-3-yl)phenyl]-1H-pyrrolo[2,3-b]pyridine-3-carbonyl]-2,4-difluoro-phenyl]pyrrolidine-1-sulfonamide N1CC(C1)C1=CC=C(C=C1)C=1C=C2C(=NC1)NC=C2C(=O)C=2C(=C(C=CC2F)NS(=O)(=O)N2CCCC2)F